N-(4-bromophenyl)-N-[2-[tert-butyl(dimethyl)silyl]oxyethyl]-4-fluoro-aniline BrC1=CC=C(C=C1)N(C1=CC=C(C=C1)F)CCO[Si](C)(C)C(C)(C)C